2-[5-(3-Methoxyphenyl)-1H-pyrazol-4-yl]-1-methyl-2,3-dihydro-quinazolin-4-one COC=1C=C(C=CC1)C1=C(C=NN1)C1N(C2=CC=CC=C2C(N1)=O)C